2-((3-(4-(trifluoromethyl)benzyl)-1,2,4-oxadiazol-5-yl)methyl)acrylic acid FC(C1=CC=C(CC2=NOC(=N2)CC(C(=O)O)=C)C=C1)(F)F